C(C)C=1C(=CC2=C(C1)C1(CC(OC3=CC(=C(C=C13)CC)O)=O)C(O2)=O)O 5,6'-diethyl-6,7'-dihydroxy-spiro[benzofuran-3,4'-chromane]-2,2'-dione